NCC1OC(CC1)CN 2,5-Bis(amino-methyl)tetrahydrofuran